8-((3-(2-(Trifluoromethyl)pyridin-4-yl)pyrazolo[1,5-a]pyrimidin-6-yl)methyl)-2-oxa-8-azaspiro[4.5]decane FC(C1=NC=CC(=C1)C=1C=NN2C1N=CC(=C2)CN2CCC1(CCOC1)CC2)(F)F